rac-(1S*,2S*)-2-(4-chlorothiophen-2-yl)cyclopropane-1-carboxamide ClC=1C=C(SC1)[C@@H]1[C@H](C1)C(=O)N |r|